2-(2-((((6aR,8R,9R,9aR)-8-(6-benzamido-9H-purin-9-yl)-2,2,4,4-tetraisopropyltetrahydro-6H-furo[3,2-f][1,3,5,2,4]trioxadisilocin-9-yl)oxy)methoxy)ethoxy)ethan C(C1=CC=CC=C1)(=O)NC1=C2N=CN(C2=NC=N1)[C@H]1[C@@H]([C@@H]2O[Si](O[Si](OC[C@H]2O1)(C(C)C)C(C)C)(C(C)C)C(C)C)OCOCCOCC